N-[6-(5-Chloro-2-Fluorophenyl)Pyridazin-4-yl]-7-[(1-Methylpiperidin-4-yl)Methoxy]Quinolin-4-Amin ClC=1C=CC(=C(C1)C1=CC(=CN=N1)NC1=CC=NC2=CC(=CC=C12)OCC1CCN(CC1)C)F